O=P1(OC2=C(C3=C1C=CC=C3)C=CC=C2)C2C(OC(C2)=O)=O 3-(6-oxidodibenzo[c,e][1,2]oxaphosphinin-6-yl)dihydrofuran-2,5-dione